CC1=NC(=CC=C1NC1CC2(C1)CC(C2)N)N2CCC(CC2)C(F)(F)F N2-(2-methyl-6-(4-(trifluoromethyl)piperidin-1-yl)pyridin-3-yl)spiro[3.3]heptane-2,6-diamine